(1-((2-chloro-6,7-dihydrothieno[3,2-d]pyrimidin-4-yl)amino)cyclobutyl-2,2,3,3,4,4-d6)methanol ClC=1N=C(C2=C(N1)CCS2)NC2(C(C(C2([2H])[2H])([2H])[2H])([2H])[2H])CO